N-t-butoxycarbonyl-N'-trityl-L-histidine C(C)(C)(C)OC(=O)N[C@@H](CC1=CN(C=N1)C(C1=CC=CC=C1)(C1=CC=CC=C1)C1=CC=CC=C1)C(=O)O